6-Cyclopropylpyridazin-3-amine C1(CC1)C1=CC=C(N=N1)N